carbonyl-oxygen sulfur [S].C(=O)=O